E-3-pentene CC\C=C\C